C(C1=CC=CC=C1)N1CC2C(C1)C(N(C2CO[Si](C)(C)C(C)(C)C)C(=O)[O-])=O 5-benzyl-1-(((tert-butyldimethylsilyl)oxy)methyl)-3-oxohexahydropyrrolo[3,4-c]pyrrole-2(1H)-carboxylate